CC1=C(OC2=C(C=C(C=C2C1=O)C)[C@@H](C)NC1=C(C(=O)O)C=CC=C1)C=1C=NC(=CC1)CN1CCN(CC1)C (R)-2-((1-(3,6-dimethyl-2-(6-((4-methylpiperazin-1-yl)methyl)pyridin-3-yl)-4-oxo-4H-chromen-8-yl)ethyl)amino)benzoic acid